(3R)-tert-butyl 11,11-difluoro-8-(((methoxycarbonyl)amino)methyl)-3-methyl-3,4,8,9,10,11-hexahydro-1H-pyrido[4',3':3,4]pyrazolo[1,5-a]azepine-2(7H)-carboxylate FC1(C=2N(CC(CC1)CNC(=O)OC)N=C1C2CN([C@@H](C1)C)C(=O)OC(C)(C)C)F